(S)-4-methoxy-1-(3-((1,2,3,4-tetrahydroisoquinolin-8-yl)amino)pyrrolidin-1-yl)butan-1-one hydrochloride Cl.COCCCC(=O)N1C[C@H](CC1)NC=1C=CC=C2CCNCC12